rac-(3R,4S,5R)-1-((benzyloxy)carbonyl)-5-(4-((tert-butoxycarbonyl)(methyl)amino)phenyl)-4-(methoxycarbonyl)piperidine-3-carboxylic acid C(C1=CC=CC=C1)OC(=O)N1C[C@@H]([C@H]([C@@H](C1)C1=CC=C(C=C1)N(C)C(=O)OC(C)(C)C)C(=O)OC)C(=O)O |r|